tert-butyl 4-(3-(4-(1-(3-bromo-4-cyanophenyl)piperidin-4-yl)phenoxy)propyl)piperazine-1-carboxylate BrC=1C=C(C=CC1C#N)N1CCC(CC1)C1=CC=C(OCCCN2CCN(CC2)C(=O)OC(C)(C)C)C=C1